COC1=CC=C(CNC=2C=C(C=O)C(=CN2)C)C=C1 2-(4-methoxybenzylamino)-5-methylisonicotinaldehyde